FC=1C=C(C=C2C(NC(=N2)C)=O)C=C(C1O)F 5-(3,5-difluoro-4-hydroxybenzylidene)-2-methyl-3,5-dihydro-4H-imidazol-4-one